endo-8-[7-(5-chloro-3-methoxyquinoxalin-6-yl)-5H-pyrrolo[2,3-b]pyrazin-3-yl]-8-azabicyclo[3.2.1]octan-3-amine, hydrochloride Cl.ClC1=C2N=C(C=NC2=CC=C1C1=CNC2=NC(=CN=C21)N2C1CC(CC2CC1)N)OC